CC(C)[N+](C(C)C)(C(C)C)C(C)C tetra(2-propyl)ammonium